dimethyl-4-[4,4-difluoro-5-(trifluoromethylsulfonyloxy)pentoxy]benzene-1,2-dicarboxylic acid CC1=C(C(=C(C(=C1)C(=O)O)C(=O)O)C)OCCCC(COS(=O)(=O)C(F)(F)F)(F)F